(1R,2R,3S,3aR,8bS)-N-cyano-1,8b-dihydroxy-6,8-dimethoxy-3a-(4-methoxyphenyl)-3-phenyl-2,3,3a,8b-tetrahydro-1H-cyclopenta[b]benzofuran-2-carboxamide C(#N)NC(=O)[C@H]1[C@H]([C@@]2([C@@](OC3=C2C(=CC(=C3)OC)OC)([C@@H]1C1=CC=CC=C1)C1=CC=C(C=C1)OC)O)O